N-(2-(dimethyl-amino)ethyl)acridine-4-carboxamide CN(CCNC(=O)C1=CC=CC2=CC3=CC=CC=C3N=C12)C